(isobutyl)phosphonium C(C(C)C)[PH3+]